2-benzyl-2-(but-3-en-1-yl)malononitrile C(C1=CC=CC=C1)C(C#N)(C#N)CCC=C